FC(C)(S(=O)(=O)C=1C(=NN(C1)C)C(F)(F)F)C1CCN(CC1)C(=O)NC1=NOC=C1 4-(1-fluoro-1-((1-methyl-3-(trifluoromethyl)-1H-pyrazol-4-yl)sulfonyl)ethyl)-N-(isoxazol-3-yl)piperidine-1-carboxamide